COC([C@@H]([C@H]1CN2CCC1CC2)N=C(C2=CC=CC=C2)C2=CC=CC=C2)=O (R)-2-((diphenylmethylene)amino)-2-((3R)-quinuclidin-3-yl)acetic acid methyl ester